C(C=C)(=O)OC(C)COC(C)COC(C)COC(C)COC(C)COC(C)COC(C)COC(C)COC(C)COC(C)COC(C=C)=O Decapropylene Glycol Diacrylate